C1=CC=C2C(=C1)C3=NC4=C5C(=C(C(=C(C5=C(N4)N=C6C7=C(C=C(C(=C7C#N)C#N)C#N)C(=N6)N=C8C9=CC=CC=C9C(=NC2=N3)N8C#N)C#N)C#N)C#N)C#N octacyanophthalocyanine